C(C)(C)(C)OC(=O)N1C2CCC2N(CC1)C=1C(C=2C(=NC=C(N2)Br)N(C1CC)CC(=O)NC1=C(C=C(C=C1)C(F)(F)F)Cl)=O rac-tert-butyl-5-(2-bromo-5-(2-((2-chloro-4-(trifluoromethyl)phenyl)amino)-2-oxoethyl)-6-ethyl-8-oxo-5,8-dihydropyrido[2,3-b]pyrazin-7-yl)-2,5-diazabicyclo[4.2.0]octane-2-carboxylate